FC(C(=O)O)(F)F.C(C)OC(=O)C1(CCNCC1)C=1C=CC(=NC1)C=1C(=NC=CC1)OCC 4-{2'-ethoxy-[2,3'-bipyridyl]-5-yl}piperidine-4-carboxylic acid ethyl ester trifluoroacetate